C(C)C1CC(C=C(C1C(=O)OCC)C)=O ethyl 6-ethyl-2-methyl-4-oxocyclohex-2-ene-1-carboxylate